N-(5-(5-(3,7-diazabicyclo[3.3.1]non-3-yl)benzo[d]oxazol-2-yl)-8-(methylamino)-2,7-naphthyridin-3-yl)cyclopropanecarboxamide hydrochloride Cl.C12CN(CC(CNC1)C2)C=2C=CC1=C(N=C(O1)C1=C3C=C(N=CC3=C(N=C1)NC)NC(=O)C1CC1)C2